(3S,4R)-3-fluoro-1-(4-((5-isopropyl-8-((S)-2-methylazetidin-1-yl)-2,7-naphthyridin-3-yl)amino)pyrimidin-2-yl)-3-methylpiperidin-4-ol F[C@]1(CN(CC[C@H]1O)C1=NC=CC(=N1)NC=1N=CC2=C(N=CC(=C2C1)C(C)C)N1[C@H](CC1)C)C